Tert-butyl 4-(2-amino-6-((tert-butoxycarbonyl)amino)hexanamido)-5-((6-dodecanamidohexyl)amino)-5-oxopentanoate NC(C(=O)NC(CCC(=O)OC(C)(C)C)C(=O)NCCCCCCNC(CCCCCCCCCCC)=O)CCCCNC(=O)OC(C)(C)C